FC1=C(C2=C(C(=NO2)N2C(SC(=C2)COC)=O)C=C1C=O)F (R)-6,7-difluoro-3-(5-(methoxymethyl)-2-oxothiazol-3-yl)benzo[d]isoxazole-5-carbaldehyde